2-sec-butyl-2-methyl-propanediol C(C)(CC)C(C(O)O)(C)C